(3-((2-amino-4-(butylamino)-6-methylpyrimidin-5-yl)methyl)-4-methoxyphenyl)boronic acid NC1=NC(=C(C(=N1)NCCCC)CC=1C=C(C=CC1OC)B(O)O)C